methyl 3-(N-methyl-7-chloro-1H-indole-2-amido)bicyclo[1.1.1]pentane-1-carboxylate CN(C(=O)C=1NC2=C(C=CC=C2C1)Cl)C12CC(C1)(C2)C(=O)OC